(3R,4S)-3-Amino-4-hydroxy-pentanoic acid N[C@H](CC(=O)O)[C@H](C)O